CC(C)C1=CN=C(S1)C=1C=C(C(=O)N[C@H](C)C=2N=NC(=CC2)C(F)(F)F)C=C(C1)OC[C@H]1COCC1 3-[5-(Prop-2-yl)-1,3-thiazol-2-yl]-5-[(3R)-tetrahydrofuran-3-ylmethoxy]-N-{(1R)-1-[6-(trifluoromethyl)pyridazin-3-yl]ethyl}benzamide